(3-(perfluorophenyl)-1H-1,2,4-triazol-5-yl)pyridine FC1=C(C(=C(C(=C1F)F)F)F)C1=NNC(=N1)C1=NC=CC=C1